4-(2,5-Diazabicyclo[2.2.2]octan-2-yl)-7-(8-ethyl-7-fluoro-3-hydroxynaphthalen-1-yl)-2-((tetrahydro-1H-pyrrolizin-7a(5H)-yl)methoxy-d2)pyrido[3,4-d]pyrimidin-8(7H)-one C12N(CC(NC1)CC2)C=2C1=C(N=C(N2)OC([2H])([2H])C23CCCN3CCC2)C(N(C=C1)C1=CC(=CC2=CC=C(C(=C12)CC)F)O)=O